O=C1NC(CCC1N1C(C2=CC=CC(=C2C1=O)NCCNC(CN1CCN(CC1)C1=CC=C(C=C1)C1=NNC2=C1N=C(N=C2)C2=C(C=CC=C2OC)F)=O)=O)=O N-(2-((2-(2,6-Dioxopiperidin-3-yl)-1,3-dioxoisoindolin-4-yl)amino)ethyl)-2-(4-(4-(5-(2-Fluoro-6-methoxyphenyl)-1H-pyrazolo[4,3-d]pyrimidin-3-yl)phenyl)piperazin-1-yl)acetamid